4-(4-chloro-3-fluorobenzyl)-1-(5-chloro-3-fluoropyridin-2-yl)-3-(oxetan-3-yl)-piperazine-2,5-dione ClC1=C(C=C(CN2C(C(N(CC2=O)C2=NC=C(C=C2F)Cl)=O)C2COC2)C=C1)F